γ-(3-cyano-benzyl)-proline C(#N)C=1C=C(CC2C[C@H](NC2)C(=O)O)C=CC1